((1s,4s)-4-vinylcyclohexyl)methyl (4-chlorophenyl)(phenyl)carbamate ClC1=CC=C(C=C1)N(C(OCC1CCC(CC1)C=C)=O)C1=CC=CC=C1